(2-(2,6-dibenzhydryl-4-methoxyphenyl)-5-mesityl-2,3-dihydroimidazo[1,5-a]pyridin-3-yl)copper(I) chloride C(C1=CC=CC=C1)(C1=CC=CC=C1)C1=C(C(=CC(=C1)OC)C(C1=CC=CC=C1)C1=CC=CC=C1)N1C(N2C(C=CC=C2C2=C(C=C(C=C2C)C)C)=C1)[Cu-]Cl